gallium nitrite N(=O)[O-].[Ga+3].N(=O)[O-].N(=O)[O-]